2-((1-(3-Cyclohexyl-2-methylpropanoyl)-4-hydroxy-3,3-dimethylpiperidin-4-yl)methyl)-2-azaspiro[4.5]decan-3-one C1(CCCCC1)CC(C(=O)N1CC(C(CC1)(O)CN1CC2(CC1=O)CCCCC2)(C)C)C